4-[2-bromo-5-(1-methylpyrazol-4-yl)-3-[2-(1-methylpyrazol-4-yl)ethyl]imidazol-4-yl]benzonitrile BrC1=NC(=C(N1CCC=1C=NN(C1)C)C1=CC=C(C#N)C=C1)C=1C=NN(C1)C